Br[Si]1(C[Si](C1)(CCC)Cl)CCC 1-bromo-3-chloro-1,3-dipropyl-1,3-disilacyclobutane